2,4,7,9-tetramethyl-1,10-phenanthroline CC1=NC2=C3N=C(C=C(C3=CC=C2C(=C1)C)C)C